2-amino-6-chloro-7-fluoro-1-(3-fluoro-5-methoxy-2,6-dimethyl-phenyl)pyrrolo[3,2-c]pyridine-3-carbonitrile NC1=C(C=2C=NC(=C(C2N1C1=C(C(=CC(=C1C)OC)F)C)F)Cl)C#N